[La].FC(S(=O)(=O)O)(F)F trifluoromethanesulfonic acid lanthanum